6-bromopyridine-2-sulfonyl chloride BrC1=CC=CC(=N1)S(=O)(=O)Cl